C(C)OC(C1=C(C=C(C=C1)Br)OC=1C=C2C=CNC2=CC1)=O 4-bromo-2-(1H-indol-5-yloxy)benzoic acid ethyl ester